2-(4-chloro-3-fluorophenoxy)-N-{(3R)-3-hydroxy-4-[([1,2,4]triazolo[4,3-a]pyrazin-8-yl)amino]bicyclo[2.2.2]octan-1-yl}acetamide ClC1=C(C=C(OCC(=O)NC23C[C@H](C(CC2)(CC3)NC=3C=2N(C=CN3)C=NN2)O)C=C1)F